3-fluoro-4-(trifluoromethyl)benzene FC=1C=CC=CC1C(F)(F)F